ClCCN(C1=CC=C(C=C1)C(CCC)O)CCCl 4-[bis(2-chloroethyl)amino]phenylbutanol